(1S,5R)-5-(4-(6-((4-cyano-2-fluorobenzyl)oxy)pyridin-2-yl)piperidin-1-yl)-1-methyl-1,2,4,5-tetrahydrobenzo[4,5]imidazo[1,2-d][1,4]oxazepine-9-carboxylic acid C(#N)C1=CC(=C(COC2=CC=CC(=N2)C2CCN(CC2)[C@@H]2C=3N([C@H](COC2)C)C2=C(N3)C=CC(=C2)C(=O)O)C=C1)F